6-[8-(1,3-benzothiazol-2-ylcarbamoyl)-3,4-dihydroisoquinolin-2(1H)-yl]-3-(1-{4-[2-(dimethylamino)ethoxy]benzyl}-1H-pyrazol-4-yl)pyridine-2-carboxylic acid S1C(=NC2=C1C=CC=C2)NC(=O)C=2C=CC=C1CCN(CC21)C2=CC=C(C(=N2)C(=O)O)C=2C=NN(C2)CC2=CC=C(C=C2)OCCN(C)C